C(C)(C)(C)C1=C(C(=CC(=C1)OCC(F)(F)F)C(C)(C)C)OCC(F)(F)F 1,3-di-tert-butyl-2,5-bis(2,2,2-trifluoroeth-oxy)benzene